tert-butyl (E)-3-[1-(2,7-oxazepan-3-yl)-3-methyl-2-oxo-benzimidazol-5-yl]-2-propenoate C1OC(CCCN1)N1C(N(C2=C1C=CC(=C2)/C=C/C(=O)OC(C)(C)C)C)=O